C[Si](OCC)(OCC)C(C1=CC=CC=C1)O methyl-(hydroxybenzyl)diethoxysilane